Sodium 2-(tert-butoxycarbonyl)-1-(ethoxycarbonyl)-1,2,3,4-tetrahydroisoquinoline-6-sulfinate C(C)(C)(C)OC(=O)N1C(C2=CC=C(C=C2CC1)S(=O)[O-])C(=O)OCC.[Na+]